C[C@@H]1O[C@@H](CN(C1)C=O)C (cis-2,6-dimethylmorpholino)methanone